C(C(=O)OC(C)(C)C)(=O)OOC(C)(C)C di(t-butyl) peroxyoxalate